NC=1C=CC(=C(C1)N1CCS(CC1)(=O)=O)F 4-(5-amino-2-fluorophenyl)thiomorpholine-1,1-dioxide